7-{1-[2-(2-Fluorophenyl)-1H-imidazol-5-yl]ethyl}-5-(1H-pyrazol-3-yl)-7H-pyrrolo[2,3-d]pyrimidin-4-amine FC1=C(C=CC=C1)C=1NC(=CN1)C(C)N1C=C(C2=C1N=CN=C2N)C2=NNC=C2